2-((1S,6R)-6-(difluoromethyl)-3-azabicyclo[4.1.0]heptan-3-yl)-N-(2-(4,4-difluoropiperidin-1-yl)-6-methylpyrimidin-4-yl)-6-fluoro-4-((2-hydroxyethyl)sulfonamido)benzamide FC([C@@]12CCN(C[C@H]2C1)C1=C(C(=O)NC2=NC(=NC(=C2)C)N2CCC(CC2)(F)F)C(=CC(=C1)NS(=O)(=O)CCO)F)F